ClC1=CC=C(S1)CNC1=CC(=NN1)C1CCN(CCC1)C(=O)N1CCOCC1 N-[(5-Chlorothiophen-2-yl)methyl]-3-[1-(morpholin-4-carbonyl)azepan-4-yl]-1H-pyrazol-5-amin